(2-(5'-fluoro-1'-methyl-3-(1-methylpiperidin-4-yl)-1H,1'H-[4,6'-biindazol]-1-yl)acetyl)glycylglycine FC=1C=C2C=NN(C2=CC1C=1C=2C(=NN(C2C=CC1)CC(=O)NCC(=O)NCC(=O)O)C1CCN(CC1)C)C